((2-methyl-5-(4-phenyl-1H-pyrrol-3-yl)phenyl)sulfonyl)morpholine CC1=C(C=C(C=C1)C1=CNC=C1C1=CC=CC=C1)S(=O)(=O)N1CCOCC1